[Na+].[N+](=O)([O-])C1=C(C(=CC(=C1)[N+](=O)[O-])[N+](=O)[O-])S(=O)(=O)[O-] 2,4,6-tri-nitro-benzenesulfonic acid sodium salt